NC1=C(C=2C(=NC=C(C2S1)F)C=1C2=C(C=3C=NC(=NC3C1F)N1CC3N(CC1)CCC3)COC2)C#N 2-Amino-7-fluoro-4-(5-fluoro-3-(hexahydropyrrolo[1,2-a]pyrazin-2(1H)-yl)-7,9-dihydrofuro[3,4-f]quinazolin-6-yl)thieno[3,2-c]pyridine-3-carbonitrile